BrC=1C(=NN(C1)CC1(COC1)CO)Br dibromo-1-[[3-(hydroxymethyl)oxetan-3-yl]methyl]pyrazole